6,6'-((4'-fluoro-[1,1'-biphenyl]-2,4-diyl)bis(oxy))bis(3-nitropyridine) FC1=CC=C(C=C1)C1=C(C=C(C=C1)OC1=CC=C(C=N1)[N+](=O)[O-])OC1=CC=C(C=N1)[N+](=O)[O-]